ClC=1C(=C(C=CC1F)N(C(OC1=C(C=C(C=C1C(F)(F)F)C(F)(F)F)C=1N=NN(C1)C1CN(C1)S(=O)(=O)CCN)=O)C([2H])([2H])[2H])F 2-{1-[1-(2-aminoethanesulfonyl)azetidin-3-yl]-1H-1,2,3-triazol-4-yl}-4,6-bis(trifluoromethyl)phenyl N-(3-chloro-2,4-difluorophenyl)-N-(methyl-d3)carbamate